O1C(OC=C1)C1=CC=C(C=C1)N1[Se]C2=C(C1=O)C=CC=C2 2-(4-(1,3-dioxol-2-yl)phenyl)benzo[d][1,2]selenazol-3(2H)-one